2-bromo-3-fluoro-pyridin-4-ol BrC1=NC=CC(=C1F)O